6-{5-azaspiro[2.4]heptan-5-ylmethyl}-2-{3-[(3R)-3-[(4-methyl-1,2,4-triazol-3-yl)methyl]oxolan-3-yl]phenyl}-4-(trifluoromethyl)-3H-isoindol-1-one C1CC12CN(CC2)CC2=CC(=C1CN(C(C1=C2)=O)C2=CC(=CC=C2)[C@@]2(COCC2)CC2=NN=CN2C)C(F)(F)F